F[C@@H]1CNCC[C@@H]1OCC#CC1=C(C=CC=2N(C(N(C21)C)=O)C2C(NC(CC2)=O)=O)OC 3-[4-[3-[[(3R,4S)-3-fluoro-4-piperidyl]oxy]prop-1-ynyl]-5-methoxy-3-methyl-2-oxo-benzimidazol-1-yl]piperidine-2,6-dione